(2S,4R)-4-fluoro-1-{2-[(2-methylpyrimidin-4-yl)amino]acetyl}-N-[(S)-phenyl[5-(propan-2-yl)pyridin-2-yl]methyl]pyrrolidine-2-carboxamide F[C@@H]1C[C@H](N(C1)C(CNC1=NC(=NC=C1)C)=O)C(=O)N[C@H](C1=NC=C(C=C1)C(C)C)C1=CC=CC=C1